trans-tert-butyl-3-((5-fluoropyrimidin-2-yl)amino)-4-(4-(trifluoromethyl)phenethoxy)pyrrolidine-1-carboxylate C(C)(C)(C)OC(=O)N1C[C@H]([C@@H](C1)OCCC1=CC=C(C=C1)C(F)(F)F)NC1=NC=C(C=N1)F